tert-butyl-((6-chloro-3-((4-methoxybenzyl)thio)naphthalen-1-yl)oxy)dimethylsilane C(C)(C)(C)[Si](C)(C)OC1=CC(=CC2=CC(=CC=C12)Cl)SCC1=CC=C(C=C1)OC